(2S,6S)-4-(2-(6-chloro-7-fluoroimidazo[1,2-a]pyridin-3-yl)pyrimidin-4-yl)-2-methyl-6-(5-methyl-1H-pyrazol-4-yl)morpholine ClC=1C(=CC=2N(C1)C(=CN2)C2=NC=CC(=N2)N2C[C@@H](O[C@H](C2)C=2C=NNC2C)C)F